CC1(NC(CC(C1)NC(CCC)=O)(C)C)C N-(2,2,6,6-tetramethylpiperidin-4-yl)butanamide